trip-tolylphosphine C1(=CC=C(C=C1)P(C1=CC=C(C=C1)C)C1=CC=C(C=C1)C)C